[6-[3-(trifluoromethoxy)phenyl]sulfonyl-2-azaspiro[3.3]heptan-2-yl]methanone FC(OC=1C=C(C=CC1)S(=O)(=O)C1CC2(CN(C2)C=O)C1)(F)F